N-[(4-{[4-(cyclopropylamino)cyclohexyl]amino}-3-nitrophenyl)sulfonyl]-2-(1H-pyrrolo[2,3-b]pyridin-5-yloxy)benzamide C1(CC1)NC1CCC(CC1)NC1=C(C=C(C=C1)S(=O)(=O)NC(C1=C(C=CC=C1)OC=1C=C2C(=NC1)NC=C2)=O)[N+](=O)[O-]